3-amino-5-(4,4-difluoropiperidin-3-yl)pyrazin-2(1H)-one hydrochloride Cl.NC=1C(NC=C(N1)C1CNCCC1(F)F)=O